S(=O)(=O)(N1C=NC=C1)N1C=NC=C1 1,1'-Sulfonyldiimidazol